C(C1=CC=CC=C1)(=O)NC1CC1 benzoyl-(cyclopropyl)amine